ClC1=CC=C(C=C1)C1=CC=2C(=NC=C(C2)C=2C=C(SC2)C(=O)NCC(F)(F)F)N1 4-(2-(4-Chlorophenyl)-1H-pyrrolo[2,3-b]pyridin-5-yl)-N-(2,2,2-trifluoroethyl)-thiophene-2-carboxamide